C1N(CC12CCOCC2)CC2=CC=C(/C=C/C1=NNC3=CC(=CC=C13)C1CC13C(NC1=CC=C(C=C31)OC)=O)C=C2 2-(3-((E)-4-((7-oxa-2-azaspiro[3.5]nonan-2-yl)methyl)styryl)-1H-indazol-6-yl)-5'-methoxyspiro[cyclopropan-1,3'-indolin]-2'-one